N-(3-(naphthalen-1-yl)phenyl)-9,9-diphenyl-9H-fluoren-2-amine C1(=CC=CC2=CC=CC=C12)C=1C=C(C=CC1)NC1=CC=2C(C3=CC=CC=C3C2C=C1)(C1=CC=CC=C1)C1=CC=CC=C1